BrC=1C=NN(C1CO[Si](C)(C)C(C)(C)C)C1=CN=NC=C1 4-(4-Bromo-5-(((tert-butyldimethylsilyl)oxy)methyl)-1H-pyrazol-1-yl)pyridazine